N-[3-[5-(4-chlorophenyl)-1H-pyrazolo[3,4-b]pyridine-3-carbonyl]-2,4,6-trifluorophenyl]propane-1-sulfonamide ClC1=CC=C(C=C1)C=1C=C2C(=NC1)NN=C2C(=O)C=2C(=C(C(=CC2F)F)NS(=O)(=O)CCC)F